BrC1=C2N=C(C(=NC2=CC(=C1)F)O)Cl 5-bromo-3-chloro-7-fluoro-quinoxalin-2-ol